NC1=C(C=CC(=C1F)NCC1=CC=C(C=C1)C(F)(F)F)NC([C@@H]([C@H](CCCCCC)F)F)=O (2S,3S)-N-(2-amino-3-fluoro-4-((4-(trifluoromethyl)benzyl)amino)phenyl)-2,3-difluorononanamide